NC=1C=2N(C3=C(N1)C=NC(=C3)C(=O)N3[C@H]1[C@@H](CC[C@@H]3C)OC3=C1C=CC(=C3)C(F)(F)F)C=NC2C (4-amino-3-methylimidazo[1,5-a]pyrido[3,4-e]pyrazin-8-yl)((2S,4aR,9bR)-2-methyl-7-(trifluoromethyl)-3,4,4a,9b-tetrahydrobenzofuro[3,2-b]pyridin-1(2H)-yl)methanone